methyl (2S)-2-[(2S)-6-amino-2-[(2S)-2-[(2S)-2-{[1-(4-tert-butylphenyl)pyrazol-4-yl]formamido}propanamido]-4-methylpentanamido]hexanamido]-3-hydroxypropanoate NCCCC[C@@H](C(=O)N[C@H](C(=O)OC)CO)NC([C@H](CC(C)C)NC([C@H](C)NC(=O)C=1C=NN(C1)C1=CC=C(C=C1)C(C)(C)C)=O)=O